C(C1=CC=CC=C1)OCCCOC=1C=C(C=CC1N1CCN(CC1)C)C1=NNC2=CN=C(C=C21)Br 3-(3-(3-(benzyloxy)propoxy)-4-(4-methylpiperazin-1-yl)phenyl)-5-bromo-1H-pyrazolo[3,4-c]pyridine